BrC1CCCCN1 6-bromo-1,3,4,5-tetrahydro-2H-pyridin